5-Bromobenzo[2,1-b]thiophene-7-carbonitrile BrC=1C=C(C=2SC=CC2C1)C#N